N(=[N+]=[N-])C[C@H]([C@@H](CO[Si](C)(C)C(C)(C)C)O)F (2R,3R)-4-Azido-1-((Tert-Butyldimethylsilyl)Oxy)-3-Fluorobutan-2-Ol